3-(2-(4-nitrobenzoyl)-1,2,3,4-tetrahydroisoquinolin-5-yl)-3-(4-methoxyphenyl)phenylpropionic acid ethyl ester C(C)OC(C(C)C=1CC(C=CC1)(C1=CC=C(C=C1)OC)C1=C2CCN(CC2=CC=C1)C(C1=CC=C(C=C1)[N+](=O)[O-])=O)=O